Dimethyl 3,3'-(4,5-difluoro-1,2-phenylene)dipropionate FC1=CC(=C(C=C1F)CCC(=O)OC)CCC(=O)OC